C1(=CC=CC=C1)N1C2=CC=CC=C2C=2C1=CC=C1C3=CC=CC=C3NC21 5-phenyl-5,12-dihydroindolo[3,2-a]carbazole